ClCC=1OC(=NN1)C1=CC=C(C=C1)I 2-(chloromethyl)-5-(4-iodophenyl)-1,3,4-oxadiazole